4-(3-((4-cyano-2-fluorobenzyl)oxy)-4-fluoro-1H-pyrazol-1-yl)piperidine-1-carboxylic acid tert-butyl ester C(C)(C)(C)OC(=O)N1CCC(CC1)N1N=C(C(=C1)F)OCC1=C(C=C(C=C1)C#N)F